Tert-butyl 2-[4-[[4-[3-(1-hydroxyl-methyl-ethyl)pyrrolidin-1-yl]-5-(trifluoromethyl)pyrimidin-2-yl]amino]-3-methyl-phenyl]sulfonyl-7-azaspiro[3.5]nonane-7-carboxylate OC(C)(C1CN(CC1)C1=NC(=NC=C1C(F)(F)F)NC1=C(C=C(C=C1)S(=O)(=O)C1CC2(C1)CCN(CC2)C(=O)OC(C)(C)C)C)C